tert-butyl (3-(methylamino) cyclobutyl)carbamate CNC1CC(C1)NC(OC(C)(C)C)=O